2-(((1-Ethylazetidin-3-yl)carbamoyl)oxy)-3-(((9Z,12Z)-octadeca-9,12-dienoyl)-oxy)propyl (9Z,12Z,15Z)-octadeca-9,12,15-trienoate C(CCCCCCC\C=C/C\C=C/C\C=C/CC)(=O)OCC(COC(CCCCCCC\C=C/C\C=C/CCCCC)=O)OC(NC1CN(C1)CC)=O